4-iodo-2-(6-azaspiro[2.5]octan-6-yl)-N-(benzo[4,5]imidazo[1,2-a]piperidin-6-yl)benzamide IC1=CC(=C(C(=O)NC2=CC=CC3=C2N=C2N3CCCC2)C=C1)N1CCC2(CC2)CC1